[Si](C1=CC=CC=C1)(C1=CC=CC=C1)(C(C)(C)C)OC[C@@H]1N(CC(CC1)(C)O)C(=O)OC(C)(C)C tert-butyl (2R)-2-[[tert-butyl(diphenyl)silyl]oxymethyl]-5-hydroxy-5-methyl-piperidine-1-carboxylate